rel-2-[(3S)-3-(2,2-difluoroethyl)piperazin-1-yl]-4-ethoxy-N-{8-fluoro-2-methylimidazo[1,2-a]pyridin-6-yl}pyrimidine-5-carboxamide hydrochloride Cl.FC(C[C@H]1CN(CCN1)C1=NC=C(C(=N1)OCC)C(=O)NC=1C=C(C=2N(C1)C=C(N2)C)F)F |o1:4|